4-((tert-Butoxycarbonyl)amino)-5,6-dihydrothieno[2,3-h]quinazoline-8-carboxylic acid C(C)(C)(C)OC(=O)NC1=NC=NC=2C3=C(CCC12)SC(=C3)C(=O)O